SC=1NC2=C(N1)C=CC(=C2)OC 2-mercapto-5-methoxy-benzimidazole